CC1=C(C=C(C=N1)NC(OC(C)(C)C)=O)NC(=O)C1=NOC2=C1C=CC(=C2)C=2C=NN(C2)C tert-Butyl (6-methyl-5-(6-(1-methyl-1H-pyrazol-4-yl)benzo[d]isoxazole-3-carboxamido)pyridin-3-yl)carbamate